(S)-1-cyano-N-(5-(3,5-dimethyl-1H-pyrazol-4-yl)benzo[d]thiazol-2-yl)pyrrolidine-3-carboxamide tert-butyl-4-(3-iodo-6-methyl-pyrazolo[1,5-a]pyrimidin-5-yl)piperazine-1-carboxylate C(C)(C)(C)OC(=O)N1CCN(CC1)C1=NC=2N(C=C1C)N=CC2I.C(#N)N2C[C@H](CC2)C(=O)NC=2SC1=C(N2)C=C(C=C1)C=1C(=NNC1C)C